C(C)OCCNC(=O)C1CN(C1)C1=CC(=C2C(C(=CN(C2=N1)C1=NC=NS1)C(=O)O)=O)C 7-{3-[(2-ethoxyethyl)carbamoyl]azetidin-1-yl}-5-methyl-4-oxo-1-(1,2,4-thiadiazol-5-yl)-1,4-dihydro-1,8-naphthyridine-3-carboxylic acid